3-Nitro-4-[[3-(4-pyridyl)-1H-indazol-6-yl]amino]benzonitrile [N+](=O)([O-])C=1C=C(C#N)C=CC1NC1=CC=C2C(=NNC2=C1)C1=CC=NC=C1